2-{[(1S)-1-(4-chlorophenyl)ethyl]amino}-8-ethylpyrido[2,3-d]pyrimidin-7(8H)-one ClC1=CC=C(C=C1)[C@H](C)NC=1N=CC2=C(N1)N(C(C=C2)=O)CC